C(=C)OC(C=C)=O acrylic acid monovinyl ester